4-bromo-3-(2-chloro-4-methoxy-phenyl)-1-(difluoromethyl)pyrazole BrC=1C(=NN(C1)C(F)F)C1=C(C=C(C=C1)OC)Cl